N1N=NC(=C1)CNC(=O)[C@H]1N2C3=C(C=CC=C3C1)CC[C@H](C2=O)C([C@H]([C@H](CC)C)NC(C2=CC=C(C=C2)OC)=O)=O (2S,5S)-5-[(2S,3S)-2-(4-Methoxy-benzoylamino)-3-methyl-pentanoyl]-4-oxo-1,2,4,5,6,7-hexahydro-azepino[3,2,1-hi]indole-2-carboxylic acid (1H-[1,2,3]triazol-4-ylmethyl)-amide